BrC1=CNC2=NC(=CN=C21)N2CCC1([C@@H]([C@@H](OC1)C)N[S@](=O)C(C)(C)C)CC2 (R)-N-((3S,4S)-8-(7-bromo-5H-pyrrolo[2,3-b]pyrazin-3-yl)-3-methyl-2-oxa-8-azaspiro[4.5]decan-4-yl)-2-methylpropan-2-sulfinamide